(3-(imidazo[4,5-d]pyrrolo[2,3-b]pyridine-1(6H)-yl)imidazoline-1-yl)-3-oxopropionitrile N1(C=NC=2C1=C1C(=NC2)NC=C1)N1CN(CC1)C(C#N)C=O